((2-methylene-4-oxo-4-(2,2,4,4-tetramethylcyclobutoxy)butanoyl)oxy)propanoic Acid C=C(C(=O)OC(C(=O)O)C)CC(OC1C(CC1(C)C)(C)C)=O